(3R)-11-(2,4-difluorophenyl)-3-methoxy-10-(trifluoromethyl)-3,4-dihydro-2H,6H-[1,4]thiazepino[2,3,4-ij]quinazoline-6,8(7H)-dione FC1=C(C=CC(=C1)F)C1=C(C=C2C(NC(N3C2=C1SC[C@@H](C3)OC)=O)=O)C(F)(F)F